N-Naphthyliodopyrimidin-Amine C1(=CC=CC2=CC=CC=C12)NC1=NC=CC(=N1)I